ClC1=CC=C(C=C1)C(CCC1=CC=CC=C1)CCC1=CC=CC=C1 3-(4-chlorophenyl)-1,5-diphenylpentane